tert-butyl (S)-4-(4-((benzyloxy)carbonyl)-3-(cyanomethyl)piperazin-1-yl)-2-(methylthio)-5,8-dihydropyrido[3,4-d]pyrimidine-7(6H)-carboxylate C(C1=CC=CC=C1)OC(=O)N1[C@H](CN(CC1)C=1C2=C(N=C(N1)SC)CN(CC2)C(=O)OC(C)(C)C)CC#N